NC1=NC=CC(=C1)C=1OC=C(N1)C(=O)NC=1C(=CC2=C(CC(O2)(C)C)C1)C1=C(C=C(C=C1)Cl)F 2-(2-Aminopyridin-4-yl)-N-(6-(4-chloro-2-fluorophenyl)-2,2-dimethyl-2,3-dihydrobenzofuran-5-yl)oxazole-4-carboxylic acid amide